2-(6,6-dimethyl-2,5-dihydropyran-4-yl)-4,4,5,5-tetramethyl-1,3,2-dioxaborolane CC1(CC(=CCO1)B1OC(C(O1)(C)C)(C)C)C